COC([C@@H](NC([C@@H](N)CC(N)=O)=O)CC1=CC=CC=C1)=O asparaginyl-phenylalanine methyl ester